Diethylene Glycol Ethyl Ether Linoleate C(CCCCCCC\C=C/C\C=C/CCCCC)(=O)OCCOCCOCC